C(C)(=O)O[C@@H](C=O)[C@H](OC(C)=O)[C@H](OC(C)=O)COC(C)=O D-Ribose Tetraacetate